3,5-Dimethylheptylacetat CC(CCOC(C)=O)CC(CC)C